BrC=1C(=CC(=NC1)OC[C@H](C)N(S(=O)(=O)C(F)(F)F)COC)C(=O)NC1(CC1)C#N 5-bromo-N-(1-cyanocyclopropyl)-2-[(2S)-2-[methoxymethyl-(trifluoromethylsulfonyl)amino]propoxy]pyridine-4-carboxamide